C(C1=CC=CC=C1)N1N=C(C=C(C1=O)C(F)(F)F)C1=NC=CC=C1 2-benzyl-6-(pyridine-2-yl)-4-(trifluoromethyl)pyridazin-3(2H)-one